methyl 2-(2-((benzhydryl) amino) benzyl)-4-pentynoate C(C1=CC=CC=C1)(C1=CC=CC=C1)NC1=C(CC(C(=O)OC)CC#C)C=CC=C1